OC=1C(=CC=C(C(=O)[O-])C1)OC 5-hydroxy-4-methoxybenzoate